4-chloro-2-(1-(2-oxaspiro[3.3]heptane-6-yl)-1H-pyrazol-4-yl)-1-p-toluenesulfonyl-1H-pyrrole ClC=1C=C(N(C1)S(=O)(=O)C1=CC=C(C)C=C1)C=1C=NN(C1)C1CC2(COC2)C1